CN1N=CC2=CC=CC(=C12)NS(=O)(=O)C=1C=NN(C1)C1=NC=CC(=C1)C(COC)(COC)OC N-(1-methylindazol-7-yl)-1-[4-(1,2,3-trimethoxypropan-2-yl)pyridin-2-yl]pyrazole-4-sulfonamide